C1=CC=CC=2C3=CC=CC=C3C(C12)(C1=CC=C(C=C1)O)C1=CC=C(C=C1)O 4,4'-(9-fluorenylidene)bisphenol